ClC=1N=C2C(=C(C(N(C2=CC1)C)=O)C#N)N1CCN(CC1)CC1=CC(=CC(=C1)F)Cl 6-chloro-4-{4-[(3-chloro-5-fluorophenyl)methyl]piperazin-1-yl}-1-methyl-2-oxo-1,2-dihydro-1,5-naphthyridine-3-carbonitrile